FC=1C=CC2=C(NC(=NS2(=O)=O)NCC=2C=NN(C2)C)C1[C@H](C)C1=C(C=CC=C1)F (R)-6-fluoro-5-(1-(2-fluorophenyl)ethyl)-3-(((1-methyl-1H-pyrazol-4-yl)methyl)amino)-4H-benzo[e][1,2,4]thiadiazine 1,1-dioxide